NC(CN1C(=NC=2C(=NC=3C=CC=CC3C21)N)CCCC)(C)C 1-(2-amino-2-methylpropyl)-2-butyl-1H-imidazo[4,5-c]quinolin-4-amine